1-(azepan-1-yl)non-8-en-1-one N1(CCCCCC1)C(CCCCCCC=C)=O